CN1CCN(CC1)CCC(=O)N1CCN(C2=CC=CC=C12)CC1=CC=NC=C1 3-(4-methylpiperazin-1-yl)-1-(4-(pyridin-4-ylmethyl)-3,4-dihydroquinoxalin-1(2H)-yl)propan-1-on